6-chloro-4-((4-(1-isopropyl-4-(trifluoromethyl)-1H-imidazol-2-yl)benzyl)amino)pyridazine-3-carbonitrile ClC1=CC(=C(N=N1)C#N)NCC1=CC=C(C=C1)C=1N(C=C(N1)C(F)(F)F)C(C)C